7-Bromo-8-methyl-3-(trifluoromethyl)-[1,2,4]triazolo[4,3-a]pyridine BrC1=C(C=2N(C=C1)C(=NN2)C(F)(F)F)C